C(CCCC(C)C)(=O)[O-].[Li+] lithium isoheptanoate